5-[(5-bromo-3-methoxy-2-pyridinyl)oxymethyl]-3-methyl-isoxazole BrC=1C=C(C(=NC1)OCC1=CC(=NO1)C)OC